CN1CCN(CC1)C=1C=NC=C(C1)C#C[Si](C)(C)C 1-methyl-4-(5-(2-(trimethylsilyl)ethynyl)pyridin-3-yl)piperazine